C(#N)C=1C(=C(C=CC1)C1=NN2C(N=C(C=C2)C(=O)N[C@H](C(C)(C)O)C)=C1C1=CC(=NC(=C1)C)C)C 2-(3-Cyano-2-methyl-phenyl)-3-(2,6-dimethyl-4-pyridyl)-N-[(1S)-2-hydroxy-1,2-dimethyl-propyl]pyrazolo[1,5-a]pyrimidine-5-carboxamide